[2H]C1(CO[C@H](CCN1[C@H](C)C1=CC=CC=C1)C1=CC=C(C=C1)OC(F)(F)F)[2H] (7R)-3,3-dideuterio-4-[(1R)-1-phenylethyl]-7-[4-(trifluoromethoxy)phenyl]-1,4-oxazepane